Ethyl (S)-2-(difluoromethylene)-5-oxotetrahydro-1H-pyrrolizine-7a(5H)-carboxylate FC(=C1C[C@@]2(CCC(N2C1)=O)C(=O)OCC)F